tert-butyl 3'-fluoro-[1,4'-bipiperidine]-4-carboxylate FC1CNCCC1N1CCC(CC1)C(=O)OC(C)(C)C